ethyl 3-(3-(3-(3-((2-hydroxyethyl)sulfonyl)-2,2-dimethylpropoxy)-2-methyl-1-(2-methylhydrazineyl)-1-oxo-propan-2-yl)phenyl)-2-methylpropanoate OCCS(=O)(=O)CC(COCC(C(=O)NNC)(C)C=1C=C(C=CC1)CC(C(=O)OCC)C)(C)C